C(CCCCCCC\C=C/CCCCCCCC)(=O)C(C(N)(C)C)(C)C(CCCCCCC\C=C/CCCCCCCC)=O dioleoyl-dimethyl-aminopropane